C(ON1C(CCC1=O)=O)(ON1C(CCC1=O)=O)=O bis-N,N'-succinimidyl carbonate